B1CCCC1 borolan